3-(isopropylcarbamoyl)benzoic acid [3-(3-ethyl-4-oxo-spiro[6,8-dihydro-5H-pyrazolo[4,3-c]azepin-7,4'-tetrahydropyran]-1-yl)-2,2-dimethyl-propyl] ester C(C)C1=NN(C2=C1C(NCC1(CCOCC1)C2)=O)CC(COC(C2=CC(=CC=C2)C(NC(C)C)=O)=O)(C)C